ClC1=CC(=CN=N1)N1CC2CCC(C1)N2 3-(6-chloropyridazin-4-yl)-3,8-diazabicyclo[3.2.1]octane